3,4-bis(benzyloxy)-2,6-difluoro-5-isopropoxy-benzoic acid methyl ester COC(C1=C(C(=C(C(=C1F)OC(C)C)OCC1=CC=CC=C1)OCC1=CC=CC=C1)F)=O